(3-(4-butoxy-3-methoxyphenyl)acryloyl)-D-leucine C(CCC)OC1=C(C=C(C=C1)C=CC(=O)N[C@H](CC(C)C)C(=O)O)OC